3-chloro-7-((2S,5R)-2,5-dimethyl-4-((S)-1-(quinoxalin-6-yl)ethyl)piperazin-1-yl)-4-methyl-2,4-dihydro-5H-pyrazolo[4,3-d]pyrimidin-5-one ClC=1NN=C2C1N(C(N=C2N2[C@H](CN([C@@H](C2)C)[C@@H](C)C=2C=C1N=CC=NC1=CC2)C)=O)C